O=C(CCCCCCCC(=O)NCC(=O)O)NCC(=O)O N,N'-(1,9-dioxo-1,9-nonanediyl)bis-glycine